NCCCCC1=C(C=CC(=C1)F)N1CN(C(C2=CC=C(C=C12)C(F)(F)F)=O)C=1C(=NC(=CC1)OC)Br 1-(2-(4-aminobutyl)-4-fluorophenyl)-3-(2-bromo-6-methoxypyridin-3-yl)-7-(trifluoromethyl)-2,3-dihydroquinazolin-4(1H)-one